1-methyl-5-(1-methyl-1H-pyrazol-4-yl)-4-phenylpyridin-2(1H)-one CN1C(C=C(C(=C1)C=1C=NN(C1)C)C1=CC=CC=C1)=O